C(CC)OC(C(CC(=O)OCCC)CC1=C(C=CC=C1)OCCCC)=O 2-butoxybenzylsuccinic acid dipropyl ester